3-HYDROXYQUINOLINE-8-BORONIC ACID OC=1C=NC2=C(C=CC=C2C1)B(O)O